CC=1C=C(C=CC1C)N1N=C(C=2C=NC=3C=CC(=CC3C21)OC)C=2C=CC(=C(C2)O)OC 5-[1-(3,4-dimethylphenyl)-8-methoxy-pyrazolo[4,3-c]quinolin-3-yl]-2-methoxy-phenol